7-(2-benzylphenyl)-10-bromo-7H-benzo[de]anthracen-7-ol C(C1=CC=CC=C1)C1=C(C=CC=C1)C1(C=2C=CC(=CC2C2=C3C(C=CC=C13)=CC=C2)Br)O